N1C=C(C=2C1=NC=CC2)CC(=O)NC=2SC(=CN2)C(F)(F)F 2-(1H-pyrrolo[2,3-b]pyridin-3-yl)-N-(5-(trifluoromethyl)thiazol-2-yl)acetamide